6-(imidazo[1,2-a]pyridin-7-yl)-5-(2-(3,3,3-trifluoro-2,2-dimethylpropyl)oxazol-5-yl)picolinonitrile N=1C=CN2C1C=C(C=C2)C2=C(C=CC(=N2)C#N)C2=CN=C(O2)CC(C(F)(F)F)(C)C